12-(4-(2-fluoro-5-((4-oxo-3,4-dihydrophthalazin-1-yl)methyl)benzoyl)piperazin-1-yl)-12-oxododecanoic acid FC1=C(C(=O)N2CCN(CC2)C(CCCCCCCCCCC(=O)O)=O)C=C(C=C1)CC1=NNC(C2=CC=CC=C12)=O